CN([C@@H](C(C1=CC=CC=C1)(C)C)C(=O)O)C(=O)OC(C)(C)C methyl-N-(t-butoxycarbonyl)-β,β-dimethyl-L-phenylalanine